methyl-4-[[3-(trifluoromethyl)phenyl]methylamino]benzenesulfonamide CC1=C(C=CC(=C1)NCC1=CC(=CC=C1)C(F)(F)F)S(=O)(=O)N